C(CCCCCCCCCCCCCCC(C)C)C(C(=O)O)=C.C(C=C)(=O)OCCCCCCCCCCCCCCCC(C)C isooctadecyl acrylate (Isooctadecyl acrylate)